6-sec-butyl-2,4-dinitrophenol C(C)(CC)C1=CC(=CC(=C1O)[N+](=O)[O-])[N+](=O)[O-]